3-{3-methyl-4-[4-(6-nitropyridin-3-yl)piperazin-1-yl]-2-oxo-1,3-benzodiazol-1-yl}piperidine-2,6-dione CN1C(N(C2=C1C(=CC=C2)N2CCN(CC2)C=2C=NC(=CC2)[N+](=O)[O-])C2C(NC(CC2)=O)=O)=O